C1OCC12CN(C2)C2=NC=CC(=N2)COC2=CC=C(C=C2)C(C)(C)C2=CC=C(OC1CC(C1)NC(OC(C)(C)C)=O)C=C2 tert-butyl ((1r,3r)-3-(4-(2-(4-((2-(2-oxa-6-azaspiro[3.3]heptan-6-yl) pyrimidin-4-yl)methoxy)phenyl)propan-2-yl)phenoxy)cyclobutyl)carbamate